N-(2,4-difluoro-3-(7-fluoro-3-(1H-imidazol-2-yl)-1H-indazol-6-yl)phenyl)-2-oxo-1,2-dihydro-pyridine-3-sulfonamide FC1=C(C=CC(=C1C1=CC=C2C(=NNC2=C1F)C=1NC=CN1)F)NS(=O)(=O)C=1C(NC=CC1)=O